C1(CC1)S(=O)(=O)N1N=CC(=C1)C1=NC=CC(=N1)NC1=NC=C(C(=C1)N1CC(CCC1)O)C#CC=1C=NC(=CC1)N1CCOCC1 (2-((2-(1-(cyclopropylsulfonyl)-1H-pyrazol-4-yl)pyrimidin-4-yl)amino)-5-((6-morpholinopyridin-3-yl)ethynyl)pyridin-4-yl)piperidin-3-ol